C(C)C1(NC(N(C(C1)=O)[C@H](CCOC)[C@H]1[C@@H](C1)C(=O)N[C@@H]1CC(OC2=CC=CC=C12)(C)C)=N)CC (1R,2R)-2-[(1R)-1-(4,4-diethyl-2-imino-6-oxo-hexahydropyrimidin-1-yl)-3-methoxy-propyl]-N-[(4R)-2,2-dimethylchroman-4-yl]cyclopropanecarboxamide